methyl 4,5-dichloro-2-(3-cyanoimidazo[1,2-a]pyrimidine-7-carboxamido)benzoate ClC1=CC(=C(C(=O)OC)C=C1Cl)NC(=O)C1=NC=2N(C=C1)C(=CN2)C#N